ClC1=C(C=C(C=C1)F)C1NC(C2=C1C(=CC1=C(N(N=C21)C)CCO)NC(C2=CC(=CC(=C2)C(F)(F)F)F)=O)=O N-(6-(2-chloro-5-fluorophenyl)-3-(2-hydroxyethyl)-2-methyl-8-oxo-2,6,7,8-tetrahydropyrrolo[3,4-G]indazol-5-yl)-3-fluoro-5-(trifluoromethyl)benzamide